9-bromo-7,10-dichloro-2-((4-methoxy-6-methyl-2-oxo-1,2-dihydropyridin-3-yl)methyl)-3,4-dihydro-[1,4]diazepino[6,7,1-HI]indol-1(2H)-one BrC=1C=C2C(=CN3C2=C(C1Cl)C(N(CC3)CC=3C(NC(=CC3OC)C)=O)=O)Cl